Br(=O)(=O)(=O)[O-].C(CCCCCCCCCCC)[N+](C)(C)C dodecyltrimethylammonium perbromate